2-(1,4,8,11-tetraazacyclotetradecan-1-yl)acetamide N1(CCNCCCNCCNCCC1)CC(=O)N